ClC=1C(=NC=C(C1)[N+](=O)[O-])\C(=N/O)\NC(CCCCCC(=O)OCC)=O Ethyl 7-{[(E)-(3-chloro-5-nitropyridin-2-yl)(hydroxyimino)methyl]amino}-7-oxoheptanoate